rac-benzyl (3'-(hydroxymethyl)spiro[bicyclo[2.2.1]heptane-2,1'-cyclohexan]-3-yl)carbamate OCC1CC2(CCC1)C1CCC(C2NC(OCC2=CC=CC=C2)=O)C1